4-(trifluoromethyl)pyrimidine-2-carbonitrile FC(C1=NC(=NC=C1)C#N)(F)F